3-isopropyl-1H-indole C(C)(C)C1=CNC2=CC=CC=C12